C(C)(=O)NCCCCCCCC N-acetyl-octylamine